1-(5-chloro-2-(1H-tetrazol-1-yl)phenyl)ethan-1-ol ClC=1C=CC(=C(C1)C(C)O)N1N=NN=C1